C(C)CC(CC(=O)OC(C)C)=O.C(C)CC(CC(=O)OC(C)C)=O di-isopropyl bis(ethylacetoacetate)